diazenyl-benzene N(=N)C1=CC=CC=C1